C(C)(C)(C)OC(=O)N1CC(C1)=CC1=CC(=C(C=C1)Br)C#N 3-[(4-bromo-3-cyano-phenyl)methylene]azetidine-1-carboxylic acid tert-butyl ester